alanine glycolyl-glycolate C(CO)(=O)C(C(=O)O)O.N[C@@H](C)C(=O)O